Methyl (6-(((6-((5,6,7,8-tetrahydroimidazo[1,2-a]pyridin-7-yl)methoxy)pyridin-3-yl)methyl)amino)isoquinolin-1-yl)carbamate N=1C=CN2C1CC(CC2)COC2=CC=C(C=N2)CNC=2C=C1C=CN=C(C1=CC2)NC(OC)=O